ethyl 2-(4-bromopyrazol-1-yl)-3-methylbutyrate BrC=1C=NN(C1)C(C(=O)OCC)C(C)C